C1=CC=CC=2C3=CC=CC=C3C(C12)COC(=O)NC1(CC(C1)=O)C(=O)[O-] ((((9H-fluoren-9-yl) methoxy) carbonyl) amino)-3-oxocyclobutanecarboxylate